2-[2-(5-Fluoroindol-1-yl)ethyl-methyl-amino]ethanol FC=1C=C2C=CN(C2=CC1)CCN(CCO)C